4-[7-ethyl-3-(pyridin-2-yl)-1-{[2-(trimethylsilyl)ethoxy]methyl}-1H-pyrrolo[3,2-b]pyridin-2-yl]pyridin-2-amine C(C)C1=C2C(=NC=C1)C(=C(N2COCC[Si](C)(C)C)C2=CC(=NC=C2)N)C2=NC=CC=C2